S1C=NC2=C1C=CC(=C2)C(=O)O benzo[d]thiazole-5-carboxylic acid